methyl 3-{1-[(4S)-4-{[(3R)-1-acetylpyrrolidin-3-yl]carbamoyl}-4-{[(tert-butoxy)carbonyl]amino}butyl]-2-amino-1H-1,3-benzodiazol-5-yl}propanoate C(C)(=O)N1C[C@@H](CC1)NC(=O)[C@H](CCCN1C(=NC2=C1C=CC(=C2)CCC(=O)OC)N)NC(=O)OC(C)(C)C